2-(1-(8-methoxyquinazolin-4-yl)azetidin-3-yl)ethanamine 2,2,2-trifluoroacetate FC(C(=O)O)(F)F.COC=1C=CC=C2C(=NC=NC12)N1CC(C1)CCN